C(C)(C)(C)N(C=1C(C(C1NCC1=CC=C(C=C1)C1=NOC(=N1)C(F)(F)Cl)=O)=O)CC 3-(tert-butyl(ethyl)amino)-4-((4-(5-(chlorodifluoromethyl)-1,2,4-oxadiazol-3-yl)benzyl)amino)cyclobut-3-ene-1,2-dione